6-(1,3-benzothiazol-6-yl)-2-methyl-N-{1-[3-(2-methylpyridin-4-yl)phenyl]ethyl}pyrimidin-4-amine S1C=NC2=C1C=C(C=C2)C2=CC(=NC(=N2)C)NC(C)C2=CC(=CC=C2)C2=CC(=NC=C2)C